O=C1C=CC(=O)C2C=CC=CC1=2 Naphthoquinone